ClC=1C=CC2=C(N(C=3N=C(C=CC3C2=O)N(C2COC2)CC)CC(=O)[O-])C1SC.[Na+] sodium 2-(8-chloro-2-(ethyl(oxetan-3-yl)amino)-9-(methylthio)-5-oxobenzo[b][1,8]naphthyridin-10(5H)-yl)acetate